1-(3-fluoro-4-(((6-(piperidin-4-yl)pyridin-2-yl)oxy)methyl)phenyl)propan-1-one FC=1C=C(C=CC1COC1=NC(=CC=C1)C1CCNCC1)C(CC)=O